C(#N)C[C@@H](C1=CC=CC=C1)NC(=O)N1CC2=CC=CC(=C2CC1)C1=CC=C(C=C1)C(F)(F)F (S)-N-(2-cyano-1-phenylethyl)-5-(4-(trifluoromethyl)phenyl)-3,4-dihydroisoquinoline-2(1H)-carboxamide